N[C@H](C(=O)O)CCC(NC[C@@H]1CNCCC1)=O (2S)-2-amino-4-({[(3S)-piperidin-3-yl]methyl}carbamoyl)butanoic acid